C(C=C)(=O)OCCN(S(=O)(=O)C(C(C(C(C(C(C(F)(F)F)(F)F)(F)F)(F)F)(F)F)(F)F)(F)F)C 2-[methyl[(pentadecafluoroheptyl)sulfonyl]amino]ethyl 2-propenoate